1-(7-bromo-6-methoxy-2,3-dihydro-4H-benzo[b][1,4]oxazin-4-yl)ethan-1-one BrC=1C(=CC2=C(OCCN2C(C)=O)C1)OC